CC(C(=O)O)(C)OC1=CC=C(C=C1)CCCOC1=CC=C(C=C1)C(\C=C\C1=CC=CC=C1)=O 2-Methyl-2-[4-[3-[4-[(E)-3-phenylprop-2-enoyl]phenoxy]propyl]phenoxy]propanoic acid